CN1C[C@H]([C@@H](C1)C=1C=NN(C1)C)NC(OC(C)(C)C)=O tert-butyl (trans-1-methyl-4-(1-methyl-1H-pyrazol-4-yl)pyrrolidin-3-yl)carbamate